BrC1=C(C=C2C(=NC(=NC2=C1F)NC1CCN(CC1)C)N1CC2(CN(C2)C(=O)OC(C)(C)C)CC1)Cl tert-butyl 6-(7-bromo-6-chloro-8-fluoro-2-((1-methylpiperidin-4-yl) amino) quinazolin-4-yl)-2,6-diazaspiro[3.4]octane-2-carboxylate